ClC1=C(C=CC(=C1)Cl)C=1OC(=C(N1)CCC(=O)C1=CC(=C(C=C1)OC(CO)(C)C)C)C(C)C 3-(2-(2,4-dichlorophenyl)-5-isopropyloxazol-4-yl)-1-(4-((1-hydroxy-2-methylpropan-2-yl)oxy)-3-methylphenyl)propan-1-one